ClC1=C(C(=O)NC=2N(N=C(C2)C(=O)N2CCN(CC2)C(CCCCCC(=O)N2CCN(CC2)C2=CC=C(C=C2)NC2C(NC(CC2)=O)=O)=O)C2=CC=CC=C2)C=C(C(=C1)Cl)C1=NC=CC=C1 2,4-dichloro-N-[5-[4-[7-[4-[4-[(2,6-dioxo-3-piperidyl)amino]phenyl]piperazin-1-yl]-7-oxo-heptanoyl]piperazine-1-carbonyl]-2-phenyl-pyrazol-3-yl]-5-(2-pyridyl)benzamide